(R)-2-(5-fluoro-2-(hydroxymethyl)benzyl)-7-(5-fluoro-2-(isopropylamino)pyridin-4-yl)-3-(methoxymethyl)-3,4-dihydropyrrolo[1,2-a]pyrazin-1(2H)-one FC=1C=CC(=C(CN2C(C=3N(C[C@@H]2COC)C=C(C3)C3=CC(=NC=C3F)NC(C)C)=O)C1)CO